C(C)(=O)C1=C(C=C(C=C1)Cl)C(=O)C=1SC=CC1OC (2-acetyl-5-chlorophenyl)(3-methoxy-2-thienyl)methanone